Di(salicylic acid) palladium (II) [Pd+2].C(C=1C(O)=CC=CC1)(=O)O.C(C=1C(O)=CC=CC1)(=O)O